C1(CC1)N1N=CC(=C1)[C@H]1CN(C[C@H](O1)C)C=1N=C(C=2N=C(N(C(C2N1)=O)C)C(F)(F)F)C1=C(C=C(C=C1)F)F 6-[(2S,6R)-2-(1-cyclopropyl-1H-pyrazol-4-yl)-6-methyl-4-morpholinyl]-8-(2,4-difluorophenyl)-3-methyl-2-(trifluoromethyl)-pyrimido[5,4-d]pyrimidin-4(3H)-one